CN1N=NC(=C1C1=C(C2=C(C3=NC=C(C=C3N2C(C2CCOCC2)C2=CC=CC=C2)C(C)(C)O)S1)C)C 2-(2-(1,4-dimethyl-1H-1,2,3-triazol-5-yl)-3-methyl-4-(phenyl-(tetrahydro-2H-pyran-4-yl)methyl)-4H-thieno[2',3':4,5]pyrrolo[3,2-b]pyridin-6-yl)propan-2-ol